4-oxetan-3-yl-piperazin O1CC(C1)N1CCNCC1